C(CCCCCCCCCCCCC)[N+](CCO)(C)C tetradecyl-dimethyl-hydroxyethyl-ammonium